C([O-])([O-])=O.[Na+].C(C)(C)N1N=C2C=CC(=CC2=C1)C1=CC[C@@H](CN1C(=O)OC(C)(C)C)C.[Na+] |r| tert-Butyl rac-(3S)-6-(2-isopropylindazol-5-yl)-3-methyl-3,4-dihydro-2H-pyridine-1-carboxylate Sodium carbonate